(R)-(6-Chloro-4-fluoro-7-methyl-1H-benzo[d]imidazol-2-yl)(6-methyl-6,7-dihydrothiazolo[5,4-c]pyridin-5(4H)-yl)methanone ClC=1C=C(C2=C(NC(=N2)C(=O)N2CC3=C(C[C@H]2C)N=CS3)C1C)F